COC(C(=O)O)C1=CC(=CC=C1)OC 2-methoxy-2-(3-methoxyphenyl)acetic acid